5-chloro-7-fluoro-1-methyl-1H-[1,2,3]triazolo[4,5-c]isoquinoline ClC1=NC2=C(C=3C=CC(=CC13)F)N(N=N2)C